C(C)C1(COC1)COC1=CC=CC=C1C1(CC=C(C=C1)C1=CC=C(C=C1)NC1=CC=CC=C1)NC1=CC=CC=C1 4-(6-((3-ethyloxetan-3-yl)methoxy)phenyl)-N4,N4'-diphenylbiphenyl-4,4'-diamine